N1N=NC2=NC(=CC=C21)C=2C=CC(=C(C(=O)NC1=CC=C(C=C1)CS(=O)(=O)C1=CC=C(C)C=C1)C2)F 5-(1H-[1,2,3]Triazolo[4,5-b]pyridin-5-yl)-2-fluoro-N-(4-(tosylmethyl)phenyl)benzamide